ClC1=C(C=CC(=C1)C(F)(F)F)NC1=NC=CN=C1OC N-(2-Chloro-4-(trifluoromethyl)phenyl)-3-methoxypyrazin-2-amine